Cl.Cl.N1N=CC(=C1)C1=CC2=C(N(C=N2)CCC[C@H]2NCCC[C@@H]2O)C=C1 (2R,3S)-2-(3-(5-(1H-pyrazol-4-yl)-1H-benzo[d]imidazol-1-yl)propyl)piperidin-3-ol dihydrochloride